4-methylpyridin-1-oxid CC1=CC=[N+](C=C1)[O-]